FC1=C(C(=CC=C1C=1CN(CC1)C(C)C)O)N1CC(NS1(=O)=O)=O 5-(2-fluoro-6-hydroxy-3-(1-isopropyl-2,5-dihydro-1H-pyrrol-3-yl)phenyl)-1,2,5-thiadiazolidin-3-one 1,1-dioxide